(S)-4-((4-((4''-((S)-2-amino-3-hydroxypropoxy)-2,2'-dimethyl-[1,1':3',1''-terphenyl]-3-yl)methoxy)-5-chloro-2-((5-cyanopyridin-3-yl)methoxy)benzyl)amino)-3-hydroxybutanoic acid N[C@H](COC1=CC=C(C=C1)C=1C(=C(C=CC1)C1=C(C(=CC=C1)COC1=CC(=C(CNC[C@H](CC(=O)O)O)C=C1Cl)OCC=1C=NC=C(C1)C#N)C)C)CO